4-[4-(1,3-benzodioxol-5-yl)-5-(2-pyridinyl)-1H-imidazol-2-yl]benzamide tert-butyl-(2S)-4-(3-(2,6-dioxopiperidin-3-yl)-1-methyl-1H-indazol-6-yl)-2-methylpiperazine-1-carboxylate C(C)(C)(C)OC(=O)N1[C@H](CN(CC1)C1=CC=C2C(=NN(C2=C1)C)C1C(NC(CC1)=O)=O)C.O1COC2=C1C=CC(=C2)C=2N=C(NC2C2=NC=CC=C2)C2=CC=C(C(=O)N)C=C2